4-(((3-methylpiperidin-4-yl)oxy)methyl)isoxazole CC1CNCCC1OCC=1C=NOC1